tert-butyl-2-[3-(trifluoromethyl)-1H-pyrazol-4-yl]pyrido[3,4-d]pyrimidin-4-amine C(C)(C)(C)C1=CN=CC=2N=C(N=C(C21)N)C=2C(=NNC2)C(F)(F)F